OC1=CC=C(C=2C=CC=NC12)C=O 8-hydroxyquinoline-5-carbaldehyde